N-(5-Chloro-6-(5-methyl-1H-1,2,4-triazol-1-yl)pyridin-3-yl)-1-(2-carbonyl-1,2-dihydrobenzo[cd]Indol-6-yl)-5-(trifluoromethyl)-1H-pyrazole-4-carboxamide ClC=1C=C(C=NC1N1N=CN=C1C)NC(=O)C=1C=NN(C1C(F)(F)F)C=1C=2C3=C(C(NC3=CC1)=C=O)C=CC2